BrC=1C=C(N2C=CC(=CC12)C(F)(F)F)C(=O)C1=CC=C(C=C1)N(CC)CC (1-bromo-7-(trifluoromethyl)indolizin-3-yl)(4-(diethylamino)phenyl)methanone